ClC1=C(C(=O)OCC)C=CC(=C1CN(C)C(C)=S)C(F)(F)F ethyl 2-chloro-3-[[thioacetyl (methyl) amino] methyl]-4-(trifluoromethyl)-benzoate